[Cl-].C(CCCCC)N hexan-1-amine chloride